1-(3-bromo-4-((4-methoxybenzyloxy)oxy)phenyl)propan-1-one BrC=1C=C(C=CC1OOCC1=CC=C(C=C1)OC)C(CC)=O